C1(CC1)N1N=CC(=C1)[C@H]1C=C(C[C@H](O1)CO)B1OC(C(O1)(C)C)(C)C [(2S,6R)-6-(1-cyclopropylpyrazol-4-yl)-4-(4,4,5,5-tetramethyl-1,3,2-dioxaborolan-2-yl)-3,6-dihydro-2H-pyran-2-yl]methanol